C1(CC1)C(=O)NC1=CC(=C2C(=N1)NC=C2)C=2CCN(CC2)C(=O)NC(C(F)(F)F)C2CC2 4-(6-(cyclopropanecarboxamido)-1H-pyrrolo[2,3-b]pyridin-4-yl)-N-(1-cyclopropyl-2,2,2-trifluoroethyl)-3,6-dihydropyridine-1(2H)-carboxamide